Racemic-perfluorophenyl 1-(4-bromo-2-methoxyphenyl)-2-oxo-1,2-dihydroquinoline-6-sulfonate BrC1=CC(=C(C=C1)N1C(C=CC2=CC(=CC=C12)S(=O)(=O)OC1=C(C(=C(C(=C1F)F)F)F)F)=O)OC